(9H-fluorene-9-yl)methyl(azetidine-3-ylmethyl)(cyclopropyl)carbamate hydrochloride Cl.C1=CC=CC=2C3=CC=CC=C3C(C12)CC1(CC1)N(C(O)=O)CC1CNC1